(2R,3S)-N-((3S)-1-methyl-2-oxo-5-phenyl-2,3-dihydro-1H-1,4-benzodiazepin-3-yl)-2,3-bis(3,3,3-trifluoropropyl)succinamide CN1C([C@H](N=C(C2=C1C=CC=C2)C2=CC=CC=C2)NC([C@@H]([C@@H](C(=O)N)CCC(F)(F)F)CCC(F)(F)F)=O)=O